(S)-ethyl (2-((1-(5-(3-isopropylphenyl)-1,3,4-oxadiazol-2-yl)ethyl)carbamoyl)-4-methoxypyridin-3-yl) carbonate C(OCC)(OC=1C(=NC=CC1OC)C(N[C@@H](C)C=1OC(=NN1)C1=CC(=CC=C1)C(C)C)=O)=O